C1OCC12CC(C2)NC(CCCCCCC)CCCCCCC 8-((2-oxaspiro[3.3]heptan-6-yl)amino)pentadecane